CN(C(=N)NN=O)N=O N-methyl-N'-nitroso-N-Nitrosoguanidine